(S)-2-((S)-2-((R)-4-((3R,5R,8R,9S,10S,13R,14S,17R)-3-hydroxy-10,13-dimethyl-hexadecahydro-1H-cyclopenta[a]phenanthren-17-yl)pentanamido)-3-methylbutanamido)-3-methylbutanoic acid O[C@@H]1CC[C@@]2([C@H]3CC[C@@]4([C@H](CC[C@H]4[C@@H]3CC[C@@H]2C1)[C@@H](CCC(=O)N[C@H](C(=O)N[C@H](C(=O)O)C(C)C)C(C)C)C)C)C